((S)-3-(benzo[d][1,3]dioxol-4-yl)-2-(dimethylamino)propyl)-3-(3-(trifluoromethyl)phenethyl)urea O1COC2=C1C=CC=C2C[C@@H](CNC(=O)NCCC2=CC(=CC=C2)C(F)(F)F)N(C)C